(7R,8aS)-7-(2,3-dichloro-6-hydroxyphenyl)-2-[(3S,4R)-rel-4-hydroxyoxolan-3-yl]-hexahydropyrrolo[1,2-a]pyrazin-4-one ClC1=C(C(=CC=C1Cl)O)[C@H]1C[C@@H]2N(C(CN(C2)[C@H]2COC[C@@H]2O)=O)C1 |o1:17,21|